4-Methoxychlorobenzyl chloride COC1=CC=C(C(Cl)Cl)C=C1